methyl 3-(2-trimethylsilylethoxymethoxy)-1H-pyrazole-5-carboxylate C[Si](CCOCOC1=NNC(=C1)C(=O)OC)(C)C